(N-[4-Amino-5-(3-phenylisoxazol-5-carbonyl)thiazol-2-yl]-4-fluoroanilino)propanamid NC=1N=C(SC1C(=O)C1=CC(=NO1)C1=CC=CC=C1)N(C1=CC=C(C=C1)F)C(C(=O)N)C